S1C=NC2=C1C=CC(=C2)NC2=CC=NC1=CC(=C(C=C21)S(=O)(=O)C(C)(C)C)OCCOCCOCCNC(=O)C2=CC(=C1C=CN(C1=C2)C(C)C)N2C(NC(CC2)=O)=O N-(2-(2-(2-((4-(Benzo[d]thiazol-5-ylamino)-6-(tert-butylsulfonyl)quinolin-7-yl)oxy)ethoxy)ethoxy)ethyl)-4-(2,4-dioxotetrahydropyrimidin-1(2H)-yl)-1-isopropyl-1H-indole-6-carboxamide